3-bromopropyl (Z)-nonadec-10-enoate C(CCCCCCCC\C=C/CCCCCCCC)(=O)OCCCBr